2-(6-amino-4-oxoquinazolin-3(4H)-yl)-N-(2-(trifluoromethoxy)phenyl)acetamide NC=1C=C2C(N(C=NC2=CC1)CC(=O)NC1=C(C=CC=C1)OC(F)(F)F)=O